1-Chloro-2-Iodobenzol ClC1=C(C=CC=C1)I